C1(CCCC1)COC1=NC=CC2=CC=C(C=C12)OC 1-(cyclopentylmethoxy)-7-methoxyisoquinoline